4-ethyl-N-(4-fluoro-3-methylphenyl)-1,2-dimethyl-5-(2-(((1s,4s)-4-(methylsulfonyl)cyclohexyl)amino)-2-oxoacetyl)-1H-pyrrole-3-carboxamide C(C)C=1C(=C(N(C1C(C(=O)NC1CCC(CC1)S(=O)(=O)C)=O)C)C)C(=O)NC1=CC(=C(C=C1)F)C